[[2-[2-(hydroxymethyl)phenyl]sulfanyl-5-phenyl-phenyl]methyl]-2-methyl-propane-2-sulfinamide OCC1=C(C=CC=C1)SC1=C(C=C(C=C1)C1=CC=CC=C1)CCC(C)(S(=O)N)C